O=C(CC=1C(N(N=CC1)C1=CC=CC=C1)=O)N1C[C@H]2C([C@H]2C1)COC=1C(=NC=CC1)C(F)(F)F 4-(2-Oxo-2-((1R,5S,6r)-6-(((2-(trifluoromethyl)pyridin-3-yl)oxy)methyl)-3-azabicyclo[3.1.0]hexan-3-yl)ethyl)-2-phenylpyridazin-3(2H)-one